6-(7,8-dimethyl-3-(trifluoromethyl)-[1,2,4]triazolo[4,3-b]pyridazin-6-yl)-3-(fluoro(phenyl)methyl)-5,6,7,8-tetrahydro-1,6-naphthyridine CC1=C(C=2N(N=C1N1CC=3C=C(C=NC3CC1)C(C1=CC=CC=C1)F)C(=NN2)C(F)(F)F)C